C(CCC)OC(\C=C\C=1C(=NC(=NC1OC)C)N)=O.NC1=NC(=C2N=CN(C2=N1)C[C@H](C)OCP(=O)(O)O)N 2,6-diamino-(s)-9-[2-(phosphonomethoxy)propyl]purine butyl-(E)-3-(4-amino-6-methoxy-2-methyl-pyrimidin-5-yl)prop-2-enoate